C1=CC=CC=2C3=CC=CC=C3C(C12)COC(=O)N[C@H](C(=O)O)CC=1C=NC=CC1C(N)=O (S)-2-((((9H-fluoren-9-yl)methoxy)carbonyl)amino)-3-(4-carbamoylpyridin-3-yl)propanoic acid